(E)-2-hydroxy-3-methoxy-5-(2-(quinolin-6-yl)vinyl)benzaldehyde OC1=C(C=O)C=C(C=C1OC)\C=C\C=1C=C2C=CC=NC2=CC1